O[C@@H]1CN(CC1)C1=CC=CC(=N1)C(=O)NC=1C=C2C(=NC1N1CCCCC1)N=C(S2)N2CCOCC2 (S)-6-(3-hydroxypyrrolidin-1-yl)-N-(2-morpholino-5-(piperidin-1-yl)thiazolo[4,5-b]pyridin-6-yl)picolinamide